methyl (((cis-3-(2-amino-6-methoxy-9H-purin-9-yl)cyclobutyl)methoxy)(2-bromophenoxy)phosphoryl)-L-alaninate NC1=NC(=C2N=CN(C2=N1)[C@H]1C[C@H](C1)COP(=O)(OC1=C(C=CC=C1)Br)N[C@@H](C)C(=O)OC)OC